pyrrolidoxybenzoate N1(CCCC1)OC1=C(C(=O)[O-])C=CC=C1